Cl.CN1C(=NC=C1)C12OCC(CC1)(CC2)N 1-(1-Methyl-1H-imidazol-2-yl)-2-oxabicyclo[2.2.2]octan-4-amine Hydrochloride Salt